5-(2-ethoxy-7H-pyrrolo[2,3-d]pyrimidin-5-yl)-N-(pyridin-3-yl)pyrazolo[1,5-a]pyridine-3-carboxamide C(C)OC=1N=CC2=C(N1)NC=C2C2=CC=1N(C=C2)N=CC1C(=O)NC=1C=NC=CC1